C(C)(=O)C1=NN(C2=C(C=C(C=C12)C=1C=NC(=NC1)C)CCCCCCC=C)CC(=O)N1[C@@H]2C[C@@]2(C[C@H]1C(=O)NC1=NC(=CC=C1C)Br)COCC=C (1R,3S,5S)-2-(2-(3-Acetyl-5-(2-methylpyrimidin-5-yl)-7-(oct-7-enyl)-1H-indazol-1-yl)acetyl)-5-(allyloxymethyl)-N-(6-bromo-3-methylpyridin-2-yl)-2-azabicyclo[3.1.0]hexane-3-carboxamide